N-(2-(aminomethyl)pyridin-4-yl)-5-(3-chloro-4-fluorophenyl)-5-(dichloromethyl)-4,5-dihydroisoxazol-3-amine NCC1=NC=CC(=C1)NC1=NOC(C1)(C(Cl)Cl)C1=CC(=C(C=C1)F)Cl